Benzyl (2S)-2-(hydroxymethyl)morpholine-4-carboxylate OC[C@@H]1CN(CCO1)C(=O)OCC1=CC=CC=C1